C1=CC=C(C=2SC3=C(C21)C=CC=C3)C=3C=C(C=CC3)C3=CC(=CC=C3)C3=NC2=CC=CC=C2N=C3 2-[3'-(dibenzothiophene-4-yl)biphenyl-3-yl]quinoxaline